3-(2-(((1S,3S)-3-aminocyclopentyl)amino)-5-(trifluoromethyl)pyrimidin-4-yl)-1H-indole N[C@@H]1C[C@H](CC1)NC1=NC=C(C(=N1)C1=CNC2=CC=CC=C12)C(F)(F)F